N-[4-fluoro-5-(4-pyrrolidin-1-ylphenyl)-2-[rac-(3R,5S)-3,4,5-trimethylpiperazin-1-yl]phenyl]-1-methyl-6-oxo-4-(trifluoromethyl)pyridine-3-carboxamide FC1=CC(=C(C=C1C1=CC=C(C=C1)N1CCCC1)NC(=O)C1=CN(C(C=C1C(F)(F)F)=O)C)N1C[C@H](N([C@H](C1)C)C)C |r|